triisopropyl(prop-1-yn-1-yl-d3)silane C(C)(C)[Si](C#CC([2H])([2H])[2H])(C(C)C)C(C)C